B(F)(F)F.C(\C=C\C1=CC(OC)=C(O)C=C1)(=O)O ferulic acid boron trifluoride